2,3,5,6-tetrafluoro-N-methoxy-N-methyl-4-(methylthio)benzamide FC1=C(C(=O)N(C)OC)C(=C(C(=C1F)SC)F)F